O(C1=CC=CC=C1)C=1C=C(C=CC1)[N+]#[C-] 3-PHENOXY-PHENYLISOCYANIDE